1-(1-carboxyethyl)-1H-imidazole-2-carboxylic acid C(=O)(O)C(C)N1C(=NC=C1)C(=O)O